C(C)(C)(C)N(C(O)=O)CC1C(CNCC1)C.O1CCN(CC1)C=1C=NC2=CC=C(C=C2N1)C(=O)C=1C=C(C=CC1)NC(C(C)(C)C)=O N-(3-(3-morpholinoquinoxaline-6-carbonyl)phenyl)trimethylacetamide tert-butyl-((3-methylpiperidin-4-yl)methyl)carbamate